C(C)(C)(C)OC(=O)N1CC=2C(CC1)=NN(C2C2=CC(=C(C=C2)N)F)C2=C(C=CC=C2C)OCC(C)C 3-(4-amino-3-fluorophenyl)-2-(2-isobutoxy-6-methylphenyl)-2,4,6,7-tetrahydro-5H-pyrazolo[4,3-c]pyridine-5-carboxylic acid tert-butyl ester